(R)-2,2,5,5-Tetramethyl-[1,3]dioxane-4-carboxylic acid ((S)-2-amino-propyl)-amide N[C@H](CNC(=O)[C@@H]1OC(OCC1(C)C)(C)C)C